FC=1C(=CC2=C(N=C(O2)NC2=NC3=C(N2C)C=CC(=C3)C(=O)NCCO)C1)C(F)(F)F 2-((5-fluoro-6-(trifluoromethyl)benzo[d]oxazol-2-yl)amino)-N-(2-hydroxyethyl)-1-methyl-1H-benzo[d]imidazole-5-carboxamide